NC1=NC(=NC=N1)N amino-6-amino-1,3,5-triazine